FC1=C(C(=CC=C1)C)N1CCC(CC1)N1C(N(C=2C(C1)=CN(N2)C2CN(C2)S(=O)(=O)C)CC2=C(C=CC=C2)C(F)(F)F)=O 5-[1-(2-Fluoro-6-methyl-phenyl)-piperidin-4-yl]-2-(1-methansulfonyl-azetidin-3-yl)-7-(2-trifluoromethyl-benzyl)-2,4,5,7-tetrahydro-pyrazolo[3,4-d]pyrimidin-6-on